hexa(octan-4-yl) 9,9',9'',9''',9'''',9'''''-((((benzene-1,3,5-tricarbonyl)tris(azanediyl))tris(propane-3,1-diyl))tris(azanetriyl))hexanonanoate C1(=CC(=CC(=C1)C(=O)NCCCN(CCCCCCCCC(=O)OC(CCC)CCCC)CCCCCCCCC(=O)OC(CCC)CCCC)C(=O)NCCCN(CCCCCCCCC(=O)OC(CCC)CCCC)CCCCCCCCC(=O)OC(CCC)CCCC)C(=O)NCCCN(CCCCCCCCC(=O)OC(CCC)CCCC)CCCCCCCCC(=O)OC(CCC)CCCC